C(C)(C)(C)OC(=O)N1CCN(CC1)CC(NC)=O 4-[(methylcarbamoyl)methyl]Piperazine-1-carboxylic acid tert-butyl ester